BrC=1C(=CC2=C(C(CO2)N)C1)C 5-bromo-6-methyl-2,3-dihydrobenzofuran-3-amine